9-(6-bromohexyl)-9H-carbazole BrCCCCCCN1C2=CC=CC=C2C=2C=CC=CC12